(7-Cyano-2-formyl-2-hydroxy-indan-5-yl)-2-(dimethylamino)propanamide C(#N)C=1C=C(C=C2CC(CC12)(O)C=O)C(C(=O)N)(C)N(C)C